C(CCCCCCCCCCCCCCC)SSCCCCOP(=O)(O)CO[C@@H](CN1C2=NC=NC(=C2N=C1)N)C (R)-9-{2-[(hexadecyldithiobutyl)phosphomethoxy]propyl}adenine